[N+](=O)([O-])C1=CC=C(C=C1)C=1C2=CC=C(N2)C(=C2C=CC(C(=C3C=CC(=C(C=4C=CC1N4)C4=CC=CC=C4)N3)C3=CC=CC=C3)=N2)C2=CC=CC=C2 5-p-nitrophenyl-10,15,20-triphenylporphyrin